CC1(NC(C=2N1C(C(=CC2)NC2=NC=NC=C2)=O)=O)C(F)(F)F 3-methyl-6-(pyrimidin-4-ylamino)-3-(trifluoromethyl)-2,3-dihydroimidazo-[1,5-a]pyridine-1,5-dione